COC1=CC=C2C(=N1)NC1=C2C=NC=C1 2-methoxy-9H-pyrrolo[2,3-b:4,5-c']Dipyridine